oxazol-5-ylmethyl (4-((1-(3,3-difluoroazetidine-1-carbonyl)piperidin-4-yl)methyl)phenyl)carbamate FC1(CN(C1)C(=O)N1CCC(CC1)CC1=CC=C(C=C1)NC(OCC1=CN=CO1)=O)F